NOC(C(=O)O)(C)C 2-aminooxyisobutyric acid